FC1=C(C=C2C=CN(C(C2=C1)=O)C[C@H](C[C@H](C)NC=1C=NNC(C1C(F)(F)F)=O)F)C1=NC=C(C=N1)C(F)(F)F 7-fluoro-2-((2S,4S)-2-fluoro-4-((6-oxo-5-(trifluoromethyl)-1,6-dihydropyridazin-4-yl)amino)pentyl)-6-(5-(trifluoromethyl)pyrimidin-2-yl)isoquinolin-1(2H)-one